(2S,3R,4aR,9aR)-7-((E)-2-(5-hydroxy-2,2-dimethylchroman-7-yl)vinyl)-5-methoxy-1,1,4a-trimethyl-2,3,4,4a,9,9a-hexahydro-1H-xanthene-2,3-diol OC1=C2CCC(OC2=CC(=C1)/C=C/C1=CC(=C2O[C@@]3(C[C@H]([C@H](C([C@H]3CC2=C1)(C)C)O)O)C)OC)(C)C